CC1=COC2=C1C(CC(C2)(C)C)=O 3,6,6-trimethyl-6,7-dihydrobenzofuran-4(5H)-one